N1(CCC1)C(=O)N azacycloButane-1-carboxamide